2-((6-(2-((4-cyano-2-methoxybenzyl)oxy)pyrimidin-4-yl)-3-azabicyclo[4.1.0]heptan-3-yl)methyl)-1-(((S)-oxetan-2-yl)methyl)-1H-benzo[d]imidazole-6-carboxylic acid C(#N)C1=CC(=C(COC2=NC=CC(=N2)C23CCN(CC3C2)CC2=NC3=C(N2C[C@H]2OCC2)C=C(C=C3)C(=O)O)C=C1)OC